ClC1=C(C=CC=C1Cl)CCC1(NC(=NC(=N1)N)C1=CC=C2C=NN(C2=C1)C1OCCCC1)N 2-[2-(2,3-dichlorophenyl)ethyl]-6-(1-tetrahydropyran-2-ylindazol-6-yl)-1,3,5-triazine-2,4-diamine